NC1=C(C(=NN1C1CCC1)C1=CC=C(C=C1)CC(=O)NC1=CC(=NO1)C12CC(C1)(C2)C(F)(F)F)C#N 2-[4-(5-amino-4-cyano-1-cyclobutylpyrazol-3-yl)phenyl]-N-[3-[3-(trifluoromethyl)bicyclo[1.1.1]pentan-1-yl]-1,2-oxazol-5-yl]acetamide